BrC=1C=C2CN=CNC2=C(C1)Br 6,8-dibromo-1,4-dihydroquinazolin